C(=O)(O)C=1C=C(CN2C[C@@]3([C@@H](N[C@H]([C@@H]3C3=C(C(=CC=C3)Cl)F)C(=O)NC3=C(C=C(C(=O)O)C=C3)OC)CC(C)(C)C)C3=CC=C(C=C23)Cl)C=CC1 4-((2'S,3S,4'S,5'R)-1-(3-carboxybenzyl)-6-chloro-4'-(3-chloro-2-fluorophenyl)-2'-Neopentylspiro[indoline-3,3'-pyrrolidine]-5'-carboxamido)-3-methoxybenzoic acid